BrC1=C(C(=C(C=C1)C1=CC(=C(C(=C1)F)F)F)F)F 1-bromo-2,3-difluoro-4-(3,4,5-trifluorophenyl)benzene